2-[4-[3-Fluoro-4-(2,3,4-trifluorophenyl)phenyl]cyclohex-3-en-1-yl]-5-propyl-1,3-dioxan FC=1C=C(C=CC1C1=C(C(=C(C=C1)F)F)F)C1=CCC(CC1)C1OCC(CO1)CCC